(R)-3-(11-oxo-10,11-dihydrodibenzo[b,f][1,4]thiazepine-8-carboxamido)-2-phenylpropanoic acid O=C1NC2=C(SC3=C1C=CC=C3)C=CC(=C2)C(=O)NC[C@H](C(=O)O)C2=CC=CC=C2